CC1(CCN(CC1)[C@@H]1[C@H](CCC1)OC=1C=C2CN(C(C2=CC1)=O)C1C(NC(CC1)=O)=O)C 3-(5-(((1S,2S)-2-(4,4-dimethylpiperidin-1-yl)cyclopentyl)oxy)-1-oxoisoindolin-2-yl)piperidine-2,6-dione